N-[4-(3-Cyanophenyl)-5-(2-methoxy-6-methyl-4-pyridyl)thiazol-2-yl]-1-imino-1-oxo-1,4-thiazinan-4-carboxamid C(#N)C=1C=C(C=CC1)C=1N=C(SC1C1=CC(=NC(=C1)C)OC)NC(=O)N1CCS(CC1)(=O)=N